furanone compound with diazomethane [N+](=[N-])=C.O1C(CC=C1)=O